13,14-bis((E)-3-bromoacryloyl)-11,16-dioxo-4,7,20,23-tetraoxa-10,13,14,17-tetraazahexacosane Br/C=C/C(=O)N(CC(NCCOCCOCCC)=O)N(CC(NCCOCCOCCC)=O)C(\C=C\Br)=O